(S)-N-(1-amino-3-hydroxy-1-oxopropan-2-yl)-2-methyl-5-((5-methylpyridin-2-yl)methoxy)benzofuran-3-carboxamide NC([C@H](CO)NC(=O)C1=C(OC2=C1C=C(C=C2)OCC2=NC=C(C=C2)C)C)=O